C1(=CC=CC=C1)C=1C=C2C=CC(=C(C2=CC1)C1=C(C=CC2=CC(=CC=C12)C1=CC=CC=C1)OC=1C=CC(=C(C1)C1=CC=CC=C1)CO)OC=1C=CC(=C(C1)C1=CC=CC=C1)CO [(6,6'-diphenyl[1,1'-binaphthalene]-2,2'-diyl)bis(oxy[1,1'-biphenyl]-5,2-diyl)]dimethanol